6-bromo-5-methoxy-3H-imidazo[4,5-b]pyridine BrC=1C=C2C(=NC1OC)NC=N2